FC1=CC(=C(C(=C1)C(C)C)CC(=O)NS(N(C1CN(CCC1)C)C=1C=NN(C1)C)(=O)=O)C(C)C 2-[4-Fluoro-2,6-bis(propan-2-yl)phenyl]-N-[(1-methyl-1H-pyrazol-4-yl)(1-methylpiperidin-3-yl)sulfamoyl]acetamide